4'-[(6S)-6-(2-methoxy-2-oxoethyl)-2,3,9-trimethyl-6H-thieno[3,2-f][1,2,4]triazolo[4,3-a][1,4]diazepin-4-yl]-2-methyl-[1,1'-biphenyl]-4-carboxylic acid COC(C[C@H]1C=2N(C3=C(C(=N1)C1=CC=C(C=C1)C1=C(C=C(C=C1)C(=O)O)C)C(=C(S3)C)C)C(=NN2)C)=O